tert-butyl (1-amino-2-hydroxy-1-oxohex-5-en-3-yl)carbamate NC(C(C(CC=C)NC(OC(C)(C)C)=O)O)=O